ClC1=CC(=NC(=C1O)Cl)C(=O)NC1=C2C(N(C=NC2=CC=C1)CCC(C)(C)C)=O 4,6-dichloro-N-(3-(3,3-dimethylbutyl)-4-oxo-3,4-dihydroquinazolin-5-yl)-5-hydroxypicolinamide